Ethyl 8-[6-(1-acetyl-1,2,3,6-tetrahydropyridin-4-yl)-7-difluoromethyl-3,4-dihydro-2H-quinolin-1-yl]-[1,7]naphthyridine-6-carboxylate C(C)(=O)N1CCC(=CC1)C=1C=C2CCCN(C2=CC1C(F)F)C=1N=C(C=C2C=CC=NC12)C(=O)OCC